C1(CC1)C=1C=CC(=NC1)C(=O)NC1=C(C=CC=C1)F 5-cyclopropyl-N-(2-fluorophenyl)pyridineamide